[Si](C)(C)(C(C)(C)C)OC[C@H]1[C@@H](C1)N (1R,2R)-2-(((tert-butyldimethylsilyl)oxy)methyl)cyclopropan-1-amine